(E)-7-(3-(4-dimethylaminobenzylidene)-2,5-dioxopyrrolidinyl)-N-hydroxyheptanamide CN(C1=CC=C(\C=C/2\C(N(C(C2)=O)CCCCCCC(=O)NO)=O)C=C1)C